C(\C=C\CCCCCCCCC\C=C/CCCC)=O (E,Z)-2,13-octadecadienal